C(#N)[C@@H](C[C@@H]1C(NCCC1)=O)NC(=O)[C@@H]1N([C@@H]2CC([C@H]1CC2)(F)F)C([C@H](CC2CCC2)NC(C(F)(F)F)=O)=O (1S,3R,4S)-N-[(1R)-1-cyano-2-[(3R)-2-oxo-3-piperidyl]ethyl]-2-[(2S)-3-cyclobutyl-2-[(2,2,2-trifluoroacetyl)amino]propanoyl]-5,5-difluoro-2-azabicyclo[2.2.2]octane-3-carboxamide